BrC1=CC2=C(C(=CC=3C(C=4C=CC=CC4C23)(CCC)CCC)O)C=C1 2-bromo-7,7-dipropyl-7H-benzo[c]fluoren-5-ol